3-oxo-2,3,6,7,8,9-hexahydro-4H-6,9-epiminocyclohepta[e][1,2,4]triazine-4,10-dicarboxylate O=C1NN=C2C(N1C(=O)[O-])=CC1CCC2N1C(=O)[O-]